N-[(S)-(4,4-Difluorocyclohexyl)-[6-[(1R)-1-(4,4,4-trifluorobutanoylamino)ethyl]-1H-benzimidazol-2-yl]methyl]-2-(3,3,3-trifluoropropyl)triazole-4-carboxamide FC1(CCC(CC1)[C@H](NC(=O)C1=NN(N=C1)CCC(F)(F)F)C1=NC2=C(N1)C=C(C=C2)[C@@H](C)NC(CCC(F)(F)F)=O)F